2,5-dioxo-5,6,7,8-tetrahydro-2H-chromene-3-carboxylic acid ethyl ester C(C)OC(=O)C=1C(OC=2CCCC(C2C1)=O)=O